S(=O)(=O)(O)C=1C(=CC2=C(C=CC(O2)=O)C1)N(CC)CC 6-sulfo-7-(diethylamino)benzopyrone